(5-Fluoro-2-(2,2,2-trifluoroethoxy)pyridin-4-yl)methanamine hydrochloride Cl.FC=1C(=CC(=NC1)OCC(F)(F)F)CN